bis(3,5-dimethyl-4-vinylthiophenyl) sulfide CC1=C(SC(=C1C=C)C)SC=1SC(=C(C1C)C=C)C